C(CCCCCCCCCCCCCCC(C)C)(=O)[O-].CN(C)CCC[NH-] dimethylaminopropylamide isostearate